4,5-dihydro-2-methylimidazole-4-carboxylic acid CC=1NCC(N1)C(=O)O